N[C@](C(=O)O)(CCCCB(O)O)CCN1C[C@H](CCC1)O (R)-2-amino-6-borono-2-(2-((S)-3-hydroxypiperidin-1-yl)ethyl)hexanoic acid